C1(CC1)[C@@H](CO)NC(=O)NC1=NN2C(C=C(C=C2)C=2C=NC(=C(C2)OC(F)F)OC)=C1 (S)-1-(1-cyclopropyl-2-hydroxyethyl)-3-(5-(5-(difluoromethoxy)-6-methoxypyridin-3-yl)pyrazolo[1,5-A]pyridin-2-yl)urea